CC=1N(C(=CC1)C)C1=CC=CC=C1 2,5-dimethyl-N-phenylpyrrole